FC1(CCC(CC1)NC1=NC(=NC(=C1)N1CCOCC1)S(=O)(=O)C)F N-(4,4-difluorocyclohexyl)-2-(methylsulfonyl)-6-morpholinopyrimidin-4-amine